NC1=NC2=CC=C(C=C2C(=C1)CO)C(=O)N1C(CCCC1)C1=CC=C(C=C1)C(F)(F)F (2-amino-4-(hydroxymethyl)quinolin-6-yl)(2-(4-(trifluoromethyl)phenyl)piperidin-1-yl)methanone